potassium 4-butanoate CCCC(=O)[O-].[K+]